ClC1=NC=C(C(=N1)N1[C@H](COCC2(CC2)C1)C)F (7S)-8-(2-chloro-5-fluoropyrimidin-4-yl)-7-methyl-5-oxa-8-azaspiro[2.6]nonane